NC=1C(C(C1N1C(C(NC2=C(C1)C=CC=C2)=O)C(C)CC)=O)=O 3-amino-4-(3-(sec-butyl)-2-oxo-1,2,3,5-tetrahydro-4H-benzo[1,4]diazepin-4-yl)cyclobut-3-ene-1,2-dione